O=C1NC(CCC1C1=CC=C(C=C1)CCCN1CCC(CC1)N1CCC(CC1)N1CCN(CC1)C1=C2CN(CC2=CC=C1)[C@H](CS(=O)(=O)C)C1=CC(=C(C=C1)OC)OCC)=O 4-(4-(1'-(3-(4-(2,6-Dioxopiperidin-3-yl)phenyl)propyl)-[1,4'-bipiperidin]-4-yl)-piperazin-1-yl)-2-((S)-1-(3-ethoxy-4-methoxyphenyl)-2-(methylsulfonyl)ethyl)isoindoline